[OH-].CN1C(N(C=C1)C)C 1,2,3-trimethylimidazole hydroxide